tert-butyl N-[4-oxo-4-[4-[5-(trifluoromethyl)-2-pyridyl]piperazin-1-yl]butyl]carbamate O=C(CCCNC(OC(C)(C)C)=O)N1CCN(CC1)C1=NC=C(C=C1)C(F)(F)F